NCCCN1C=NN(C1)C=C 4-aminopropyl-1-vinyl-1,2,4-triazole